(3-(1H-imidazol-2-yl)phenyl)methanamine N1C(=NC=C1)C=1C=C(C=CC1)CN